C(CCC)NC1=NC(=NC(=N1)S)S 6-butylamino-1,3,5-triazine-2,4-dithiol